6-(2-Hydroxy-2-methylpropoxy)-4-(6-(6-((6-methoxypyridin-3-yl)methyl)-3,6-diazabicyclo[3.1.1]heptan-3-yl)pyridin-3-yl)pyrazolo[1,5-a]pyridine-3-carbonitrile OC(COC=1C=C(C=2N(C1)N=CC2C#N)C=2C=NC(=CC2)N2CC1N(C(C2)C1)CC=1C=NC(=CC1)OC)(C)C